Methyl 4-[1-[[4-[2-(2-chlorophenoxy)ethyl-methyl-amino]tetrahydropyran-4-carbonyl]amino]cyclopropyl]benzoate ClC1=C(OCCN(C2(CCOCC2)C(=O)NC2(CC2)C2=CC=C(C(=O)OC)C=C2)C)C=CC=C1